1-(2-Methylthiophen-3-yl)sulfanylethanethiol CC=1SC=CC1SC(C)S